O1C[C@H](CC1)N1N=CC=2C1=NC(=CN2)N2CC1(CN(C1)C=1C=NC(=NC1)C(F)(F)F)CC2 6-{1-[(3S)-oxolan-3-yl]-1H-pyrazolo[3,4-b]pyrazin-6-yl}-2-[2-(trifluoromethyl)pyrimidin-5-yl]-2,6-diazaspiro[3.4]octane